2-[(6-methyl-2-morpholin-4-ylpyrimidin-4-yl)amino]benzoic acid CC1=CC(=NC(=N1)N1CCOCC1)NC1=C(C(=O)O)C=CC=C1